tris-(p-nitrophenyl)phosphine [N+](=O)([O-])C1=CC=C(C=C1)P(C1=CC=C(C=C1)[N+](=O)[O-])C1=CC=C(C=C1)[N+](=O)[O-]